N-(4-Fluoro-5-(((1S,5'S)-5'-methyl-3H-spiro[furo[3,4-c]pyridine-1,3'-pyrrolidin]-1'-yl)methyl)thiazol-2-yl)acetamide FC=1N=C(SC1CN1C[C@@]2(C[C@@H]1C)OCC=1C=NC=CC12)NC(C)=O